2-(2-amino-6-((4-(cyclopropylmethyl)phenyl)amino)-9H-purin-9-yl)-N-(1-ethyl-3-methyl-1H-pyrazol-5-yl)acetamide NC1=NC(=C2N=CN(C2=N1)CC(=O)NC1=CC(=NN1CC)C)NC1=CC=C(C=C1)CC1CC1